COC1=CC=C(C=C1)CN(C=1N=C(C2=CC=CC=C2C1)C1=CC(C(CC1)C(=O)OCC)=O)CC1=CC=C(C=C1)OC ethyl 4-[3-[bis[(4-methoxyphenyl) methyl] amino]-1-isoquinolinyl]-2-oxo-cyclohex-3-en-1-carboxylate